C1(C=2C(C(N1)=O)=CC=CC2)=O.[K] Potassium phthalimide